C(CCCC[C@@H]1SC[C@@H]2NC(=O)N[C@H]12)(=O)C(C(=O)O)(CCCC)N biotinyl-α-aminocaproic acid